NC1=NC=CC=C1C1=NC=2C(=NC(=CC2OC)N2N=CC=C2)N1C=1C=C2CC[C@@H](C2=CC1)NC(C1=C(C=C(C(=C1)C=O)O)F)=O N-[(1S)-5-[2-(2-aminopyridin-3-yl)-7-methoxy-5-(pyrazol-1-yl)imidazo[4,5-b]pyridin-3-yl]-2,3-dihydro-1H-inden-1-yl]-2-fluoro-5-formyl-4-hydroxybenzamide